C(C)(=O)N1CCN(CC1)C1=CC=C(C=N1)C(=O)NC1=NN(C(=C1)C1=NC2=C(N1)C=CC=C2)CC2=CC=C(C=C2)OC 6-(4-acetylpiperazin-1-yl)-N-[5-(1H-benzimidazol-2-yl)-1-[(4-methoxyphenyl)methyl]pyrazol-3-yl]pyridine-3-carboxamide